6-propoxypyrazolo[1,5-a]pyridine-3-carbonitrile C(CC)OC=1C=CC=2N(C1)N=CC2C#N